6-((1-oxa-2-azaspiro[4.5]dec-2-en-3-yl)methyl)-4-(4-(3,5-difluoro-4-methylphenyl)-1H-1,2,3-triazol-1-yl)-2-(hydroxymethyl)-5-methoxytetrahydro-2H-pyran-3-ol O1N=C(CC12CCCCC2)CC2C(C(C(C(O2)CO)O)N2N=NC(=C2)C2=CC(=C(C(=C2)F)C)F)OC